CC1=C(C=2N(C=C1C1=C(C=3N=C(SC3N1)N1[C@H](CN(CC1)CC(=O)NC)C)C(C)C)N=CN2)C (S)-2-(4-(5-(7,8-dimethyl-[1,2,4]triazolo[1,5-a]pyridin-6-yl)-6-isopropyl-4H-pyrrolo[3,2-d]thiazol-2-yl)-3-methylpiperazin-1-yl)-N-methylacetamide